(2-[4-(methoxycarbonyl)-2-(methylamino)phenyl]piperidin-1-ylmethyl)-7-methylindole-1-carboxylate COC(=O)C1=CC(=C(C=C1)C1N(CCCC1)COC(=O)N1C=CC2=CC=CC(=C12)C)NC